C(C)(C)(C)OC(=O)N1[C@@H](CN(CC1)C1=C(C=C(C(=C1)Cl)F)NC(=O)C1=NC(=NC=C1)C1=C(C=CC=C1OC)F)CO (S)-4-(5-chloro-4-fluoro-2-(2-(2-fluoro-6-methoxyphenyl)pyrimidine-4-carboxamido)phenyl)-2-(hydroxymethyl)piperazine-1-carboxylic acid tert-butyl ester